2-(((6-((2-hydroxyethyl)amino)hexanoyl)oxy)methyl)-2-methylmalonate OCCNCCCCCC(=O)OCC(C(=O)[O-])(C(=O)[O-])C